C(C)(C)N1C(=NC(=C1)C(F)(F)F)C1=CC=C(C=C1)CN [4-[1-isopropyl-4-(trifluoromethyl)imidazol-2-yl]phenyl]methylamine